FC(C=1NC=CC1C(=O)OC)(F)F methyl 2-(trifluoromethyl)-1H-pyrrole-3-carboxylate